zinc-calcium-barium-nickel-magnesium-lanthanum [La].[Mg].[Ni].[Ba].[Ca].[Zn]